(1R,4R)-4-(3-Chloroanilino)-6'-(methoxymethyl)-2'-{(2R)-3-[(4-methoxyphenyl)methoxy]-2-methylpropyl}-2',3'-dihydrospiro[cyclohexane-1,1'-indene]-4-carboxylic acid methyl ester COC(=O)C1(CCC2(C(CC3=CC=C(C=C23)COC)C[C@H](COCC2=CC=C(C=C2)OC)C)CC1)NC1=CC(=CC=C1)Cl